2,2-dichloro-1,3-benzodioxan ClC1(OCC2=C(O1)C=CC=C2)Cl